C(C)OC1=C(C(=C)C)C=CC=C1OCC 2,3-diethoxy-α-methylstyrene